dimethyl 2-((2-(3-(tert-butoxycarbonyl)-4-methoxyphenyl)allyl) oxy)malonate C(C)(C)(C)OC(=O)C=1C=C(C=CC1OC)C(COC(C(=O)OC)C(=O)OC)=C